8-(2-chlorophenyl)-7-(4-chlorophenyl)-1-methylpurine-2,6-dione ClC1=C(C=CC=C1)C1=NC=2NC(N(C(C2N1C1=CC=C(C=C1)Cl)=O)C)=O